(2S)-2-[(5-{2-[(5-chloro-2-methylpyridin-3-yl)amino]propan-2-yl}thiophen-2-yl)formamido]-3-cyclopentyl-N-cyclopropylpropanamide ClC=1C=C(C(=NC1)C)NC(C)(C)C1=CC=C(S1)C(=O)N[C@H](C(=O)NC1CC1)CC1CCCC1